FC1C[C@H]2CC(C[C@@H](C1)N2)OC=2N=NC(=CC2)C2=C(C=C(C=C2)C=2C=NN(C2)C2OCCCC2)OCOC (1r,5s,7r)-3-fluoro-7-(6-(2-(methoxymethoxy)-4-(1-(tetrahydro-2H-pyran-2-yl)-1H-pyrazol-4-yl)phenyl)pyridazin-3-yloxy)-9-azabicyclo[3.3.1]nonane